5-(2-fluoro-6-hydroxy-3-(3-methoxy-1H-pyrazol-5-yl)phenyl)-1,2,5-thiadiazolidin-3-one 1,1-dioxide FC1=C(C(=CC=C1C1=CC(=NN1)OC)O)N1CC(NS1(=O)=O)=O